FC=1C(=NC(=NC1)N1CCNCC1)N1CC(C1)C(=O)NCC1=CN=C2N1C=CC=C2 1-[5-fluoro-2-(piperazin-1-yl)pyrimidin-4-yl]-N-{imidazo[1,2-a]pyridin-3-ylmethyl}azetidine-3-carboxamide